C(CCCCCCCCCCCCCCCCC)C(C(=O)[O-])(O)C(O)C(=O)[O-] Stearyltartrat